dibutyl-tin bis(ethyl acetoacetate) C(C)CC(CC(=O)[O-])=O.C(C)CC(CC(=O)[O-])=O.C(CCC)[Sn+2]CCCC